ClC1=CC=C(C=C1)C1=CC=C(S1)C1(CCC1)C(=O)N1CCN(CC1)C (1-(5-(4-chlorophenyl)thiophen-2-yl)cyclobutyl)(4-methylpiperazin-1-yl)methanone